[Si](C)(C)(C(C)(C)C)O[C@@H]1[C@H](O[C@H]([C@@H]1OC)N1C(NC(C=C1)=O)=O)C(=O)O (2S,3S,4R,5R)-3-((tert-butyldimethylsilyl)oxy)-5-(2,4-dioxo-3,4-dihydropyrimidin-1(2H)-yl)-4-methoxytetrahydrofuran-2-carboxylic acid